C(C)(C)C12CC(C(CC1)(O2)C)OCC2=C(C=CC=C2)C 4-isopropyl-1-methyl-2-[(2-methylbenzyl)oxy]-7-oxabicyclo[2.2.1]-heptane